hydroxyquinazolinopyrazine OC=1C=NC2=C(N1)C=1C=NC=NC1C=C2